C1NCC12CN(CC2)CCCO 3-(2,6-diazaspiro[3.4]oct-6-yl)propan-1-ol